N[C@@H](C(=O)N1CC2=CC=C(C=C2C1)CNS(=O)(=O)C1CCNCC1)CC1=C(C=C(C=C1)Cl)Cl (R)-N-((2-(2-amino-3-(2,4-dichlorophenyl)propanoyl)isoindolin-5-yl)methyl)piperidine-4-sulfonamide